CC=1C=C(CC2=C(C(NC(N2COCCO)=O)=O)C(C)C)C=C(C1)C 6-(3,5-Dimethylbenzyl)-1-[(2-hydroxyethoxy)methyl]-5-isopropyluracil